5-(3-ethylamino-pyrrolidin-1-yl)-pyridin C(C)NC1CN(CC1)C=1C=CC=NC1